Cyclobutyl-{[(1,2,3,5,6,7-hexahydro-s-indacen-4-yl) carbamoyl] oxy} acetate C(C)(=O)OOC(N(C1=C2CCCC2=CC=2CCCC12)C1CCC1)=O